4-((((R)-1-ethylpyrrolidin-2-yl)methyl)-amino)benzamide C(C)N1[C@H](CCC1)CNC1=CC=C(C(=O)N)C=C1